ClC1=C(C(=C2N(C1=O)C(CN2CC=2C=NC=CC2)C(=O)O)C2=CC(=CC=C2)C(F)(F)F)CC2=CC=CC1=CC=CC=C21 6-chloro-7-(naphthalen-1-ylmethyl)-5-oxo-1-(pyridin-3-ylmethyl)-8-(3-(trifluoromethyl)phenyl)-1,2,3,5-tetrahydroimidazo[1,2-a]pyridine-3-carboxylic acid